3,4-diheptyloxy-thiophene C(CCCCCC)OC1=CSC=C1OCCCCCCC